6-(3-bromophenyl)-4-oxo-2-thioxo-1,2,3,4-tetrahydropyrimidine-5-carbonitrile BrC=1C=C(C=CC1)C1=C(C(NC(N1)=S)=O)C#N